FC=1C(=C(C#N)C(=CC1C=1N=CN(C(C1)=O)C)C(C)C)SCSCCOC 3-fluoro-6-isopropyl-2-((((2-methoxyethyl)thio)methyl)thio)-4-(1-methyl-6-oxo-1,6-dihydropyrimidin-4-yl)benzonitrile